N5-(2-(4,4-difluorocyclohexyl)-4-(2,5-difluorophenyl)pyridin-3-yl)-3-fluoro-N2-isopropylpyridine-2,5-dicarboxamide FC1(CCC(CC1)C1=NC=CC(=C1NC(=O)C=1C=C(C(=NC1)C(=O)NC(C)C)F)C1=C(C=CC(=C1)F)F)F